6-Chloro-N-[1-(1-methylethyl)piperidin-4-yl]-2-(4-morpholin-4-ylphenyl)-3H-imidazo[4,5-b]pyridin-7-amine ClC=1C(=C2C(=NC1)NC(=N2)C2=CC=C(C=C2)N2CCOCC2)NC2CCN(CC2)C(C)C